C(C)(C)(C)OC(=O)N1CC(NCC1)CO 3-(Hydroxymethyl)piperazine-1-carboxylic acid tert-butyl ester